ethyl 1-(1,2,3,4-tetrahydroisoquinolin-5-yl)-5-(trifluoromethyl)-1H-pyrazole-4-carboxylate C1NCCC2=C(C=CC=C12)N1N=CC(=C1C(F)(F)F)C(=O)OCC